BrC1=CC=C2C=C(C=[N+](C2=C1)[O-])OC 7-Bromo-3-methoxyquinoline 1-oxide